3'-monopivaloyl-guanosine C(C(C)(C)C)(=O)[C@@]1([C@H]([C@@H](O[C@@H]1CO)N1C=NC=2C(=O)NC(N)=NC12)O)O